C(=O)O.O[C@H]1C[C@@H](CCC1)NC=1N=NC(=C2C1C=NC=C2)C2=C(C=C(C=C2)C(F)(F)F)O 2-(4-{[(1r,3r)-3-hydroxycyclohexyl]amino}pyrido[3,4-d]pyridazin-1-yl)-5-(trifluoromethyl)phenol formate salt